CS(=O)(=O)N1CCC(CC1)COC=1C(C=C(OC1)C(C(F)(F)F)N1CC2=CC=CC=C2C1)=O 5-((1-(Methylsulfonyl)piperidin-4-yl)methoxy)-2-(2,2,2-trifluoro-1-(isoindolin-2-yl)ethyl)-4H-pyran-4-one